OC1C(C2=CC=CC=C2C=C1)(C(=O)[O-])O hydroxy-1-hydroxy-naphthalate